C1=CC=CC=2C3=CC=CC=C3C(C12)COC(=O)N[C@@H](C(=O)OC)CI methyl (2S)-2-({[(9H-fluoren-9-yl)methoxy]carbonyl}amino)-3-iodopropanoate